CC1=C(C(=CC=C1)C)C1=CN(C=C1C1(OC1(C1=CC=CC=C1)C1=CC=CC=C1)C1=CC=C(C=C1)C)S(=O)(=O)C1=CC=C(C)C=C1 3-(2,6-dimethylphenyl)-4-(3,3-diphenyl-2-(p-tolyl)oxiran-2-yl)-1-tosyl-1H-pyrrole